C(C)C(C(=O)[O-])CCC 2-Ethyl-pentanoic acid anion